(1R,3S,5R)-2-(2-(3-acetyl-7-methyl-5-(2-methylpyrimidin-5-yl)-1H-indazol-1-yl)acetyl)-N-(2-isopropoxy-2-methylpropyl)-5-methyl-2-azabicyclo[3.1.0]hexane-3-carboxamide C(C)(=O)C1=NN(C2=C(C=C(C=C12)C=1C=NC(=NC1)C)C)CC(=O)N1[C@@H]2C[C@@]2(C[C@H]1C(=O)NCC(C)(C)OC(C)C)C